yohimbane C1CC[C@H]2CN3CCC4=C([C@@H]3C[C@@H]2C1)NC5=CC=CC=C45